FC(COC1=C(C=C(C=C1)C(C)C)I)F 1-(2,2-Difluoroethoxy)-2-iodo-4-isopropylbenzene